3-(((1-cyclobutylazetidin-3-yl)carbamoyl)oxy)-2-((((9Z,12Z)-octadeca-9,12-dienoyl)oxy)methyl)propyl (9Z,12Z,15Z)-octadeca-9,12,15-trienoate C(CCCCCCC\C=C/C\C=C/C\C=C/CC)(=O)OCC(COC(NC1CN(C1)C1CCC1)=O)COC(CCCCCCC\C=C/C\C=C/CCCCC)=O